FC1CC(N(C1)C(CC1=CC=NO1)=O)C(=O)NC(C1=CC=CC=C1)C1=CC(=C(C=C1)C(C)C)F 4-fluoro-N-{[3-fluoro-4-(propan-2-yl)phenyl](phenyl)methyl}-1-[2-(1,2-oxazol-5-yl)acetyl]pyrrolidine-2-carboxamide